COC1=C2C(NC(=NC2=CC(=C1)OC)C1=CC=C(C=C1)N1CCC(CC1)N1CCN(CC1)CC=1C=C(C=CC1)N1C(NC(CC1)=O)=O)=O 1-(3-((4-(1-(4-(5,7-dimethoxy-4-oxo-3,4-dihydroquinazolin-2-yl)phenyl)piperidin-4-yl)piperazin-1-yl)methyl)phenyl)dihydropyrimidine-2,4(1H,3H)-dione